OC=CCC(CCCCC)O 1,4-dihydroxynonene